CC1=C(OC(C(=O)O)(C)C)C(=CC(=C1)C([2H])([2H])N1N=CN(C1=O)C1=CC=C(C=C1)C(F)(F)F)C 2-(2,6-Dimethyl-4-((5-oxo-4-(4-(tri-fluoromethyl)phenyl)-4,5-dihydro-1H-1,2,4-triazol-1-yl)methyl-d2)-phenoxy)-2-methylpropionic acid